1-(2,6-difluoro-4-methoxyphenyl)-N-((1R,4R,5S)-4-methyl-8-(1H-tetrazol-5-yl)-8-azabicyclo[3.2.1]octan-2-yl)cyclopropane-1-carboxamide FC1=C(C(=CC(=C1)OC)F)C1(CC1)C(=O)NC1[C@H]2CC[C@@H]([C@@H](C1)C)N2C2=NN=NN2